N-(5-(3,5-dimethylisoxazol-4-yl)-2-(((1r,4r)-4-methoxycyclohexyl)amino)phenyl)-2-(5-fluoro-2-methoxyphenyl)-2-hydroxyacetamide CC1=NOC(=C1C=1C=CC(=C(C1)NC(C(O)C1=C(C=CC(=C1)F)OC)=O)NC1CCC(CC1)OC)C